N12NCCCCC2CCC1 diazabicyclo[5.3.0]decane